O=C1NC(CCC1N1C(N(C2=C1C=CC(=C2)CC=O)C)=O)=O [1-(2,6-dioxopiperidin-3-yl)-3-methyl-2-oxo-2,3-dihydro-1H-benzimidazol-5-yl]acetaldehyde